COC1=CC=C2C=C(NC2=C1)CN (6-methoxy-1H-indol-2-yl)methanamine